(2-cyclopropoxy-4-fluorophenyl)(6-(1-(5-fluoro-2-methylphenyl)-5-methyl-1H-pyrazol-3-yl)-2-azaspiro[3.3]heptan-2-yl)methanone C1(CC1)OC1=C(C=CC(=C1)F)C(=O)N1CC2(C1)CC(C2)C2=NN(C(=C2)C)C2=C(C=CC(=C2)F)C